bis(diisopropylamino)methylvinylsilane C(C)(C)N(C(C)C)C(N(C(C)C)C(C)C)C=C[SiH3]